11-cyclopropyl-2-(2-nitrophenyl)-8-(4-nitrophenyl)-6-oxo-2,3,4,6-tetrahydro-[1,3]thiazino[2,3-g][1,7]naphthyridine-4-carboxylic acid C1(CC1)C=1C=2C=CC(=NC2C(N2C1SC(CC2C(=O)O)C2=C(C=CC=C2)[N+](=O)[O-])=O)C2=CC=C(C=C2)[N+](=O)[O-]